OC1C=CC(C(O1)C1=CC=CC=C1)=O 6-hydroxy-2-phenyl-2H-pyran-3(6H)-one